C1(CC1)C1=NC=NC(=C1C1=NC=2N(CC(N(C2C=N1)C)=O)CC1=CC2=C(C=3N(CCC2)C=C(N3)C(F)(F)F)C=C1)OC 2-(4-Cyclopropyl-6-methoxypyrimidin-5-yl)-5-methyl-8-((2-(trifluoromethyl)-6,7-dihydro-5H-Benzo[c]imidazo[1,2-a]azepine-9-yl)methyl)-7,8-dihydropteridine-6(5H)-one